FC1=C(C(=O)NC=2C=CC=C3C=CC(=NC23)C)C=CC(=C1F)F 2,3,4-trifluoro-N-(2-methylquinolin-8-yl)benzamide